3-(2-amino-9-(3-methyl-4-nitrobenzyl)-9H-purin-6-yl)benzonitrile NC1=NC(=C2N=CN(C2=N1)CC1=CC(=C(C=C1)[N+](=O)[O-])C)C=1C=C(C#N)C=CC1